C(C(O)C(O)C(=O)O)(=O)O.N1=CC=CC(=C1)C1N(C)CCC1 nicotine tartaric acid salt